FC1(CCN(CC1)C(=O)C=1C=C2C(=NC1)N(C=C2)C2=CC=C(C(=O)N)C=C2)F 4-(5-(4,4-difluoropiperidine-1-carbonyl)-1H-pyrrolo[2,3-b]pyridin-1-yl)benzamide